1-benzyl-5-(methylcarbamoyl)-6-oxo-1,6-dihydropyridine-3-carboxylic acid 2,4,6-Trichlorophenyl ester ClC1=C(C(=CC(=C1)Cl)Cl)OC(=O)C1=CN(C(C(=C1)C(NC)=O)=O)CC1=CC=CC=C1